FC=1C=C(C=CC1F)C1=CC(=CC=C1)C(=O)N1CC(CCC1)C=1C=C(OC(C(=O)NS(=O)(=O)C2=CC=C(C=C2)OC)(C)C)C=CC1 2-(3-(1-(3',4'-difluoro-[1,1'-biphenyl]-3-carbonyl)piperidin-3-yl)phenoxy)-N-((4-methoxyphenyl)sulfonyl)-2-methylpropanamide